O[C@@H]1[C@H]([C@H](NC1)CC1=CC=C(C=C1)OC)OC(=O)NNCC1=CC=NO1 1-{[(2R,3S,4S)-4-hydroxy-2-[(4-methoxyphenyl)methyl]pyrrolidin-3-yl]oxy}-N'-(1,2-oxazol-5-ylmethyl)formohydrazide